3-(5-chloro-2-tetrazol-1-yl-phenyl)-acrylamide ClC=1C=CC(=C(C1)C=CC(=O)N)N1N=NN=C1